FC1(C2CC(CC12)C=O)F 6,6-difluorobicyclo[3.1.0]hexane-3-carbaldehyde